NCCC[Si](OCC)(OCC)OCC (3-aminopropyl)tri-ethoxysilane